6-(pyridazin-3-yl)-2,6-diazaspiro[3.3]Heptane-2-carboxylic acid tert-butyl ester C(C)(C)(C)OC(=O)N1CC2(C1)CN(C2)C=2N=NC=CC2